(4-(4-(cyclopropylamino)-4-oxobutyl)-1-phenyl-1H-imidazol-2-yl)-3-(1-(difluoromethyl)-1H-pyrazol-4-yl)benzamide C1(CC1)NC(CCCC=1N=C(N(C1)C1=CC=CC=C1)C1=C(C(=O)N)C=CC=C1C=1C=NN(C1)C(F)F)=O